S(SCCO)CCO 2,2'-disulfanediyldi(ethan-1-ol)